tert-butyl 4-[5-[2-[[3-[(dimethylamino) methyl] benzoyl] amino] thiazol-5-yl] sulfanyl-2-methoxy-4-methyl-benzoyl]-1,4-diazepan-1-carboxylate CN(C)CC=1C=C(C(=O)NC=2SC(=CN2)SC=2C(=CC(=C(C(=O)N3CCN(CCC3)C(=O)OC(C)(C)C)C2)OC)C)C=CC1